C(=C)C1=CC=C(C=C1)NC(C)=O N-(4-vinylphenyl)acetamide